4-(4-chlorophenyl)-N-phenylthiazol-2-amine ClC1=CC=C(C=C1)C=1N=C(SC1)NC1=CC=CC=C1